8-methyl-2-(4-(trifluoromethyl)pyridin-2-yl)quinazolin-4(3H)-one CC=1C=CC=C2C(NC(=NC12)C1=NC=CC(=C1)C(F)(F)F)=O